N1N=CC2=C(C=CC=C12)C=1C=CC(=NC1)NC(=O)[C@@]1(CN(CCC1)C#N)F (R)-N-(5-(1H-indazol-4-yl)pyridin-2-yl)-1-cyano-3-fluoropiperidine-3-carboxamide